C(C=C)OC1=C(C=NC=C1Cl)N1C(N(C(=NC1=O)SC)CC1=C(C=C(C(=C1)F)F)F)=O 3-(4-(allyloxy)-5-chloropyridin-3-yl)-6-(methylthio)-1-(2,4,5-trifluorobenzyl)-1,3,5-triazine-2,4(1H,3H)-dione